ClC1=C(C(=CC=C1Cl)F)C1(CNCC1)NC=1C=CC=2N(C1)N=CC2 N-(3-(2,3-dichloro-6-fluorophenyl)pyrrolidin-3-yl)pyrazolo[1,5-a]pyridin-6-amine